4-[[(2S)-1,4-dioxan-2-yl]methoxy]-1-methyl-9-[4-(3-pyridyloxy)-1-piperidyl]-6,7-dihydrobenzo[a]quinolizin-2-one O1[C@@H](COCC1)COC=1N2CCC3=C(C2=C(C(C1)=O)C)C=CC(=C3)N3CCC(CC3)OC=3C=NC=CC3